N-((S)-6-((1S,2R)-2-(4-fluorophenyl)-1-methylcyclopropylamino)-1-(4-(methylsulfonyl)piperazin-1-yl)-1-oxohexan-2-yl)benzamide FC1=CC=C(C=C1)[C@@H]1[C@@](C1)(C)NCCCC[C@@H](C(=O)N1CCN(CC1)S(=O)(=O)C)NC(C1=CC=CC=C1)=O